ClC1=C(C=CC=C1Cl)NC(=O)N1[C@H]2CC[C@@H]1CC=1C(=NC=CC12)F (5S,8R)-N-(2,3-dichlorophenyl)-1-fluoro-6,7,8,9-tetrahydro-5H-5,8-epiminocyclohepta[c]-pyridine-10-carboxamide